[N+](=O)([O-])C1=CC=2C(C3=CC=CC=C3NC2C=C1)=O 2-nitroacridine-9(10H)-one